ethyl 2-methyl-3-oxo-3-tetrahydropyran-4-yl-propanoate CC(C(=O)OCC)C(C1CCOCC1)=O